FC=1C=C2C(=C(NC2=CC1)C(=O)OCC(C)C)C=1N=NN(C1)CC1CCN(CC1)CCNS(=O)(=O)C1=CC=C(C=C1)CC(C)C Isobutyl 5-fluoro-3-(1-((1-(2-((4-isobutylphenyl)sulfonamido)ethyl)piperidin-4-yl)methyl)-1H-1,2,3-triazol-4-yl)-1H-indol-2-carboxylat